4-(4-(2-azidoethoxy)phenyl)-1,2,4-triazolidine-3,5-dione N(=[N+]=[N-])CCOC1=CC=C(C=C1)N1C(NNC1=O)=O